(1r,3s)-3-(((4-(1-(2-fluorophenyl)-1H-pyrazol-4-yl)pyrimidin-5-yl)oxy)methyl)cyclopentane-1-amine hydrochloride Cl.FC1=C(C=CC=C1)N1N=CC(=C1)C1=NC=NC=C1OC[C@@H]1C[C@@H](CC1)N